ethyl 2-[4-[(4-[bis[(4-methoxyphenyl)methyl]sulfamoyl]-3-chlorophenyl)methyl]-5-(cyclopropylmethyl)-3-(4-fluorophenyl)pyrazol-1-yl]-1,3-thiazole-4-carboxylate COC1=CC=C(C=C1)CN(S(=O)(=O)C1=C(C=C(C=C1)CC=1C(=NN(C1CC1CC1)C=1SC=C(N1)C(=O)OCC)C1=CC=C(C=C1)F)Cl)CC1=CC=C(C=C1)OC